C1N(CCC2=CC=CC=C12)C[C@H](CNC(=O)C=1N=C2N(C=C(C=C2)C2=NOC(=N2)C(F)(F)F)C1)O (S)-N-(3-(3,4-dihydroisoquinolin-2(1H)-yl)-2-hydroxypropyl)-6-(5-(trifluoromethyl)-1,2,4-oxadiazol-3-yl)imidazo[1,2-a]pyridine-2-carboxamide